CCN1C(=C(C(=C1)CCCCCC)C=1SC=CC1)C=1SC=CC1 N-2-ethylhexyldithienylpyrrole